ClC1=CC=C(C=C1)C1=CC(C(=C(O1)C1SCCCS1)C1=CC=C(C=C1)OC(F)(F)F)C1=CC=C(C=C1)OC 6-(4-chlorophenyl)-2-(1,3-dithian-2-yl)-4-(4-methoxyphenyl)-3-(4-(trifluoromethoxy)phenyl)-4H-pyran